3-Methyl-7-[(1r,4r)-4-(5-methyl-4-isothiazolyl)cyclohexyl]-5-[(3-trifluoromethoxy-2-pyridyl)methyl]-1,4,5-triaza-6(5H)-naphthalenone CC=1C=NC=2C=C(C(N(C2N1)CC1=NC=CC=C1OC(F)(F)F)=O)C1CCC(CC1)C=1C=NSC1C